O=C1CCNCCC2N1C(CC2)C(=O)[O-] 6-oxodecahydropyrrolo[1,2-a][1,5]diazocine-8-carboxylate